C/C(/C(=O)OCC)=C\CC Ethyl (E)-2-methyl-2-pentenoate